FN1C(C(NC2=CC=CC=C12)=O)=O fluoro-2,3-dioxo-1,2,3,4-tetrahydroquinoxaline